1,2-dimethylaminocyclohexane CNC1C(CCCC1)NC